5-(3-chlorophenyl)tetrazol ClC=1C=C(C=CC1)C1=NN=NN1